C(C(C)C)C1=CC(=C(S1)S(=O)(=O)NC1=NC=CC=N1)C1=CC=C(C=C1)CN1C(=NC=C1)C 5-Isobutyl-3-(4-((2-methyl-1H-imidazol-1-yl)methyl)phenyl)-N-(pyrimidin-2-yl)thiophene-2-sulfonamide